5-[(6-chloropyridin-3-yl)methoxy]-1,3,4-thiadiazol-2-amine ClC1=CC=C(C=N1)COC1=NN=C(S1)N